C1(=CC=CC=C1)C1(C=CC2=C(O1)C=1C=C(C(=CC1C1=C2C(C2=CC=CC=C21)(C)C)N2CCCCC2)OC)C2=CC=C(C=C2)OCCOC(NCCOC(C(=C)C)=O)=O 3-phenyl-3-(4-(2-(2-methacryloxyethyl)carbamyloxyethoxy)phenyl)-6-methoxy-7-piperidino-13,13-dimethyl-3H,13H-indeno[2',3':3,4]naphtho[1,2-b]pyran